3-chloro-1-(2-(3-fluoro-5-(trifluoromethyl)benzyl)pyridin-4-yl)-1H-pyrazole-4-carboxylic acid ethyl ester C(C)OC(=O)C=1C(=NN(C1)C1=CC(=NC=C1)CC1=CC(=CC(=C1)C(F)(F)F)F)Cl